6-bromo-2-(2,6-dioxopiperidin-3-yl)-1-oxoisoindoline-5-carbonitrile BrC1=C(C=C2CN(C(C2=C1)=O)C1C(NC(CC1)=O)=O)C#N